1-benzyl 4-(t-butyl) (S)-2-(sulfydrylmethyl)piperazin-1,4-dicarboxylate SC[C@H]1N(CCN(C1)C(=O)OC(C)(C)C)C(=O)OCC1=CC=CC=C1